CC(C(O)(CCN)C)(N)C trimethyl-aminoethylethanolamine